N1([C@H](CN(CC1)C(=O)OC(C)(C)C)C(=O)OC)C(=O)OCC1=CC=CC=C1 O1-benzyl O4-tert-butyl O2-methyl (2R)-piperazine-1,2,4-tricarboxylate